[Al].N(=O)N(O)C1=CC=CC=C1.N(=O)N(O)C1=CC=CC=C1.N(=O)N(O)C1=CC=CC=C1 Tris(N-nitroso-N-phenylhydroxylamine) Aluminum Salt